(R)-dimethyl((6-(3-methylmorpholino)-2-(pyridin-3-yl)pyrimidin-4-yl)imino)-λ6-sulfanone CS(=O)(=NC1=NC(=NC(=C1)N1[C@@H](COCC1)C)C=1C=NC=CC1)C